NC(COCC(C)(O)C)(C)C 1-(2-amino-2-methylpropoxy)-2-methylpropan-2-ol